2,2,6,6-tetramethylhexahydropyridine CC1(NC(CCC1)(C)C)C